C1(=CC=CC2=CC=CC=C12)C1=C2C(=C(C(=C(C2=C(C=2C(=C(C(=C(C12)[2H])[2H])[2H])[2H])[2H])[2H])[2H])[2H])C1=C(C=CC=C1)C1=CC=CC=C1 naphthyl-(biphenylyl)anthracene-d8